sodium ((3S,6R)-5-acetamido-3,4,6-trihydroxytetrahydro-2H-pyran-2-yl)methyl phosphate P(=O)(OCC1O[C@H](C(C([C@@H]1O)O)NC(C)=O)O)([O-])[O-].[Na+].[Na+]